ClC1=NC=C(C=C1CSC[C@H]1NCCNC1)C(F)(F)F (S)-2-((((2-Chloro-5-(trifluoromethyl)pyridin-3-yl)methyl)thio)methyl)piperazine